FC1=C(C=C(OCC(=O)OCC)C=C1)NCC1=C(C=CC=C1)[N+](=O)[O-] ethyl 2-(4-fluoro-3-((2-nitrobenzyl)amino)phenoxy)acetate